C1=CC=CC=2C3=CC=CC=C3C(C12)COC(=O)N(C(C(=O)OC(C)(C)C)CC1=CC(=NC=C1)NC)C tert-Butyl 2-((((9H-fluoren-9-yl)methoxy) carbonyl)(methyl)amino)-3-(2-(methylamino)pyridin-4-yl)propanoate